CC1=CC=C(C=C1)S(=O)(=O)OC1=CC=C(C=C1)NC(=O)NC1=CC=C(C=C1)OS(=O)(=O)CC1=CC=C(C=C1)C N-[4-(p-toluenesulfonyloxy)phenyl]-N'-[4-(p-methylbenzylsulfonyloxy)phenyl]urea